FC(CN1[C@@H](C2NC3=CC=CC=C3C2C[C@H]1C)C=1C=CC(=NC1)OCCN)(C)C 2-((5-((1R,3R)-2-(2-fluoro-2-methylpropyl)-3-methyl-2,3,4,4a,9,9a-hexahydro-1H-pyrido[3,4-b]indol-1-yl)pyridin-2-yl)oxy)ethylamine